C(C)(C)(C)OC(=O)N1CC2=CC(=CC=C2CC1)OCC1=CC(=C(C=C1)Cl)Cl 7-((3,4-dichlorobenzyl)oxy)-3,4-dihydroisoquinoline-2(1H)-carboxylic acid tert-butyl ester